propenesulton C1=CCOS1(=O)=O